1,6-Bis(4-benzoyl-3-hydroxyphenoxy)hexane C(C1=CC=CC=C1)(=O)C1=C(C=C(OCCCCCCOC2=CC(=C(C=C2)C(C2=CC=CC=C2)=O)O)C=C1)O